palladium (1,5-cyclooctadiene) dichloride [Cl-].[Cl-].C1=CCCC=CCC1.[Pd+2]